4-(5-(difluoromethyl)-1,3,4-thiadiazol-2-yl)-2-((3S,5R)-3,5-dimethylpiperazin-1-yl)-N-(1-methylcyclopropyl)quinazoline-6-sulfonamide FC(C1=NN=C(S1)C1=NC(=NC2=CC=C(C=C12)S(=O)(=O)NC1(CC1)C)N1C[C@@H](N[C@@H](C1)C)C)F